tert-butyl-(3R,4R)-4-amino-3-hydroxypiperidine C(C)(C)(C)N1C[C@H]([C@@H](CC1)N)O